diphenylmethyl carbamate C(N)(OC(C1=CC=CC=C1)C1=CC=CC=C1)=O